N-(3'-(1-aminocyclopropyl)-2-chloro-2'-methyl-[1,1'-biphenyl]-3-yl)-1,5-dimethyl-4,5,6,7-tetrahydro-1H-imidazo[4,5-c]pyridine-2-carboxamide NC1(CC1)C=1C(=C(C=CC1)C1=C(C(=CC=C1)NC(=O)C=1N(C2=C(CN(CC2)C)N1)C)Cl)C